ammonium hydrofluoride salt F.[NH4+]